N1(CCCCCC1)C=1C=C(C=CC1C(=O)N1C(CN(CC1)C)C1=NN(C=C1)C)NC(=O)C1CC1 N-(3-(azepan-1-yl)-4-(4-methyl-2-(1-methyl-1H-pyrazol-3-yl)piperazine-1-carbonyl)phenyl)cyclopropanecarboxamide